NC=1C=2N(C(=CN1)C)C(=NC2C2=C(C=C(C=C2)NC([C@H](C2=CC(=CC=C2)C(F)(F)F)O)=O)F)C([2H])([2H])[2H] (s)-N-[4-[8-amino-5-methyl-3-(trideuteriomethyl)imidazo[1,5-a]pyrazin-1-yl]-3-fluoro-phenyl]-2-hydroxy-2-[3-(trifluoromethyl)phenyl]acetamide